COC(=O)C1CC2=C(C=C3C=C(N=CC3=C2)C2CC2)C1 3-cyclopropyl-7,8-dihydro-6H-cyclopenta[g]Isoquinoline-7-carboxylic acid methyl ester